S1C=C(C=C1)C/C=C/C=O (E)-4-(thiophen-3-yl)but-2-enal